FC(C1=C(NC)C(=CC(=C1)CC=1C=NC=CC1)[N+](=O)[O-])F 2-(difluoromethyl)-N-methyl-6-nitro-4-(3-pyridylmethyl)aniline